COC(=O)C=1C(=C(C=C2C1C=CO2)N(C2CCOCC2)CC)CC 5-Ethyl-6-(Ethyl-(tetrahydro-2H-pyran-4-yl)amino)benzofuran-4-carboxylic acid methyl ester